S(C1=CC(=C(C=C1C)O)C(C)(C)C)C1=CC(=C(C=C1C)O)C(C)(C)C 4,4'-thio-bis-(2-t-Butyl-5-methylphenol)